NC=1C(=NN(C1)C1CCC(CC1)CN1C[C@H]([C@@H](CC1)OCC#CC1=CC=CC=2N(C(N(C21)C)=O)C2C(NC(CC2)=O)=O)F)C(F)F 3-[4-[3-[[(3R,4R)-1-[[4-[4-amino-3-(difluoromethyl)pyrazol-1-yl]cyclohexyl]methyl]-3-fluoro-4-piperidyl]oxy]prop-1-ynyl]-3-methyl-2-oxo-benzimidazol-1-yl]piperidine-2,6-dione